ClC1=C2C(NN=C(C2=C(C=C1)Cl)C1=CC2=C(NC(=N2)NC(OCC)=O)C=C1)=O Ethyl (5-(5,8-dichloro-4-oxo-3,4-dihydrophthalazin-1-yl)-1H-benzimidazol-2-yl)carbamate